N1N=CC2=CC=C(C=C12)NC1=NC=C(C(=N1)NC1=C(C=CC=C1)N(S(=O)=O)CC1CC1)Br N-(2-((2-((1H-indazol-6-yl)amino)-5-bromopyrimidin-4-yl)amino)phenyl)-N-cyclopropylmethyl-sulfonamide